4-bromo-3-(ethoxymethoxy)benzeneFormaldehyde BrC1=C(C=C(C=C1)C=O)OCOCC